ClC=1C(=NC(=NC1)NC=1C=NN(C1)CCC)C1=CC=C(C(=O)N[C@@H](C)C#N)C=C1 (S)-4-(5-chloro-2-((1-propyl-1H-pyrazol-4-yl)amino)pyrimidin-4-yl)-N-(1-cyanoethyl)benzamide